4-benzoylphenylmethacrylat C(C1=CC=CC=C1)(=O)C1=CC=C(C=C1)OC(C(=C)C)=O